FC=1C(=NC=C(C1)F)C[C@@]1(C[C@H](N(CC1)C(=O)OC(C)(C)C)C)C(=O)OC(C)(C)C di-tert-butyl (2R,4R)-4-((3,5-difluoropyridin-2-yl)methyl)-2-methyl-piperidine-1,4-dicarboxylate